1-(2,4,6-trimethylphenyl)-1-buten-3-one CC1=C(C(=CC(=C1)C)C)C=CC(C)=O